CC1([C@H]2CC[C@@]13CS(=O)(=O)N[C@H]3C2)C (+)-2,10-camphorsultam